(R)-2-methyl-N-((R)-1-(2-(2,2,2-trifluoroethoxy)pyridin-4-yl)ethyl)propane-2-sulfinamide CC(C)(C)[S@@](=O)N[C@H](C)C1=CC(=NC=C1)OCC(F)(F)F